C(C)(CCC)O sec-pentyl Alcohol